Cl.O1N=CN=C1C(=O)N 1,2,4-oxadiazole-5-carboxamide, hydrochloride salt